5-Amino-1,3-Dioxane NC1COCOC1